C(C)(C)(C)OC(NCCCC(=O)NC1=CC=C(C=C1)CN1C(=NC=2C(=NC=3C=CC=CC3C21)N)CCCC)=O tert-butyl(4-((4-((4-amino-2-butyl-1H-imidazo[4,5-c]quinolin-1-yl)methyl)phenyl)amino)-4-oxobutyl)carbamate